[N+](=O)([O-])C1=CC=C(C=C1)N(C([O-])=O)C(C)C1=CC=CC=2OC(OC21)(F)F 4-nitrophenyl-(1-(2,2-difluorobenzo[d][1,3]dioxol-4-yl)ethyl)carbamate